C1(=CC=C(C=C1)C(=O)Cl)C=CC1=CC=C(C=C1)C(=O)Cl 4,4'-stilbenedicarbonyl chloride